trans-2-((4-(4-(2-Fluoro-4-methylphenyl)-5-methyl-4H-1,2,4-triazol-3-yl)cyclohexyl)oxy)pyridine FC1=C(C=CC(=C1)C)N1C(=NN=C1C)[C@@H]1CC[C@H](CC1)OC1=NC=CC=C1